COC1=NC(=NN2C1=C(C=C2)C=2C=CC1=C(N(N=N1)C)C2)NC2CC(C2)(O)C (1R,3r)-3-((4-methoxy-5-(1-methyl-1H-benzo[d][1,2,3]triazol-6-yl)pyrrolo[2,1-f][1,2,4]triazin-2-yl)amino)-1-methylcyclobutan-1-ol